(S)-4-(4-(pyrrolidin-3-ylmethoxy)-1H-indazol-6-yl)phenol N1C[C@H](CC1)COC1=C2C=NNC2=CC(=C1)C1=CC=C(C=C1)O